C/C(/CO)=C/C(CC=C(C)C)C (Z)-2,4,7-trimethyloct-2,6-dien-1-ol